C(#N)C1=CC=C2CCN(CC2=C1)CCC(C(=O)N(C)C)(C1=CC=CC=C1)C1=CC=CC=C1 4-(7-Cyano-3,4-dihydroisoquinolin-2(1H)-yl)-N,N-dimethyl-2,2-diphenylbutanamide